FC=1C(=C(N)C=CC1F)C(C)C1=C(C=CC=C1)F 3,4-difluoro-2-[1-(2-fluorophenyl)ethyl]aniline